(4-chloro-3-{4-[6-(difluoromethoxy)pyridin-3-yl]-6-oxo-1,6-dihydropyrimidin-2-yl}benzyl)-3,3,3-trifluoro-2,2-dimethylpropionamide ClC1=C(C=C(CNC(C(C(F)(F)F)(C)C)=O)C=C1)C=1NC(C=C(N1)C=1C=NC(=CC1)OC(F)F)=O